2-Methyl-3-oxopropionic acid CC(C(=O)O)C=O